1,3-bis(bromomethyl)cyclopentane BrCC1CC(CC1)CBr